ClC=1C(=CC=2OCC[C@@H]3N(C2N1)CCNC3)Cl (S)-2,3-dichloro-6,7,7a,8,10,11-hexahydro-9H-pyrazino[1,2-d]pyrido[3,2-b][1,4]oxazepin